4-chloro-5-(cyclopropylmethyl)-7,7-dimethyl-2-(2-methyl-2H-indazol-5-yl)-2,5,6,7-tetrahydro-3H-pyrrolo[3,2-c]pyridazin-3-one ClC1=C2C(=NN(C1=O)C1=CC3=CN(N=C3C=C1)C)C(CN2CC2CC2)(C)C